2-Chloro-3-isopropylsulfanyl-4-methylsulfonylbenzoic acid ClC1=C(C(=O)O)C=CC(=C1SC(C)C)S(=O)(=O)C